3-chloro-6-phenyl-5H-pyrrolo[2,3-b]Pyrazine ClC1=CN=C2C(=N1)NC(=C2)C2=CC=CC=C2